FC1=C(C=CC=C1)N1CCN(CC1)CCC(O)C=1C=C2CCN(C2=CC1)C(C)=O 1-(5-(3-(4-(2-fluorophenyl)piperazin-1-yl)-1-hydroxypropyl)indolin-1-yl)ethane-1-one